C(CCC)C1C2C=CC(C1)C2 5-butyl-bicyclo[2.2.1]hept-2-ene